4-(((tert-butyldiphenylsilyl)oxy)methyl)-2,2-dimethylpiperidine [Si](C1=CC=CC=C1)(C1=CC=CC=C1)(C(C)(C)C)OCC1CC(NCC1)(C)C